2-(2-chlorophenyl)-4-[[phenylmethylsulfonyl]oxy]-5-amino-3(2H)-furanone ClC1=C(C=CC=C1)C1OC(=C(C1=O)OS(=O)(=O)CC1=CC=CC=C1)N